methyl 4,6-dichloro-5-methoxypyridine-2-carboxylate ClC1=CC(=NC(=C1OC)Cl)C(=O)OC